BrC=1C=NC=CC1C(C1=CC=C(C#N)C=C1)OC1=CC=C2C(CCOC2=C1)=O 4-((3-Bromopyridin-4-yl)((4-oxochroman-7-yl)oxy)methyl)benzonitrile